C(C)(C)(C)C=1C=C(C=C(C1O)C)CCC(=O)OCCOCCOCCOC(CCC1=CC(=C(C(=C1)C)O)C(C)(C)C)=O triethylene glycol bis[β-(3-tert-butyl-5-methyl-4-hydroxyphenyl)propionate]